CC=C(C(=O)N)CC methyl-ethyl-acrylamide